2-phenyl-3,5,7-triethoxyquinolin-4-one C1(=CC=CC=C1)C1=NC2=CC(=CC(=C2C(C1OCC)=O)OCC)OCC